2-(3,7-diethyl-5-fluoro-2,8-diphenylbenzo[de]chromen-9-yl)-1,4,5,6-tetrahydropyrimidine C(C)C1=C(OC2=C(C(=C(C=3C2=C1C=C(C3)F)CC)C3=CC=CC=C3)C=3NCCCN3)C3=CC=CC=C3